CC=1N=C2N(N=C(C=C2C)C=2C=C(C=3N(C2)C=C(N3)C(=O)O)F)C1 6-(2,8-dimethylimidazo[1,2-b]pyridazin-6-yl)-8-fluoro-imidazo[1,2-a]pyridine-2-carboxylic acid